1-(9Z,12Z,15Z-octadecatrienoyl)-2-(9Z,12Z-heptadecadienoyl)-glycero-3-phospho-(1'-sn-glycerol) CCCC/C=C\C/C=C\CCCCCCCC(=O)O[C@H](COC(=O)CCCCCCC/C=C\C/C=C\C/C=C\CC)COP(=O)(O)OC[C@H](CO)O